(e)-3-bromo-1-methyl-1H-1,2,4-triazole-5-carbaldehyde oxime BrC1=NN(C(=N1)/C=N/O)C